COC1=C(C=CC(=C1)C=1OC2=CC(=C(C(=C2C(C1O)=O)O)OC)O)[O-] 2-methoxy-4-(3,5,7-trihydroxy-6-methoxy-4-oxo-4H-chromen-2-yl)phenolate